(4-(methylthio)furan-2-yl)methanol CSC=1C=C(OC1)CO